(cyclopropanecarbonyl)-4-((2,3-dihydrofuro[2,3-b]pyridin-4-yl)oxy)pyrrolidin C1(CC1)C(=O)N1CCC(C1)OC1=C2C(=NC=C1)OCC2